2,2-dimethyloxazolidin CC1(OCCN1)C